C(=O)([O-])C(O)C(O)C(=O)[O-].[K+].[K+] potassium tartrate salt